xanthenyl-(xanthone) C1=CC=CC=2OC3=CC=CC=C3C(C12)C1=CC=CC=2OC3=CC=CC=C3C(C12)=O